(E)-3-(3,4-dimethoxyphenyl)-N-methyl-N-(2-(4,4,4-trifluorobutoxy)phenyl)acrylamide COC=1C=C(C=CC1OC)/C=C/C(=O)N(C1=C(C=CC=C1)OCCCC(F)(F)F)C